Tert-butyl (S)-1-(1H-imidazol-1-yl)-1-oxopropan-2-ylcarbamate N1(C=NC=C1)C([C@H](C)NC(OC(C)(C)C)=O)=O